C(C=C)(=O)OCCCCCCOC=1C=C2C=CC(=CC2=CC1)C(=O)OC1=CC(=C(C=C1)OC(=O)C1=CC2=CC=C(C=C2C=C1)OCCCCCCOC(C=C)=O)C(=O)OCCCCCCCCCCCOC1=CC=C(C=C1)C1=CC=C(C=C1)C#N [3-[11-[4-(4-cyanophenyl)phenoxyl]undecoxycarbonyl]-4-[6-(6-prop-2-enoyloxyhexoxy)naphthalene-2-carbonyl]oxy-phenyl] 6-(6-prop-2-enoyloxyhexoxy)naphthalene-2-carboxylate